N-Cbz-piperidine-4-carboxaldehyde C(=O)(OCC1=CC=CC=C1)N1CCC(CC1)C=O